N-[4-[[(2,4-diamino-6-quinazolinyl)amino]methyl]phenyl]-acetamide NC1=NC2=CC=C(C=C2C(=N1)N)NCC1=CC=C(C=C1)NC(C)=O